BrC=1C(=C(N(C1)C)C(=O)O)OCC(F)(F)F 4-bromo-1-methyl-3-(2,2,2-trifluoroethoxy)pyrrole-2-carboxylic acid